Cl.C(C)(C)N(C1=CC=CC=C1)C1=CC=CC=C1 isopropyldiphenylamine hydrochloride